NC1=C2N=C(N(C2=NC=N1)[C@H]1C[C@@H]([C@H](O1)CO)O)Br (2r,3s,5r)-5-(6-amino-8-bromo-9H-purin-9-yl)-2-(hydroxymethyl)tetrahydrofuran-3-ol